NCCN(CCC1=CC=CC=C1)CCOC (2-aminoethyl)(2-methoxyethyl)(2-phenylethyl)amine